FC(CCC[N+](CC(=O)[O-])(C)C)(C(C(C(C(F)(F)F)(F)F)(F)F)(F)F)F 2-[(4,4,5,5,6,6,7,7,8,8,8-Undecafluorooctyl)dimethylammonio]acetate